FC1=CC=CC2=C1N=C1N2[C@@H](CC1)C(F)(F)F (S)-5-fluoro-1-(trifluoromethyl)-2,3-dihydro-1H-benzo[d]pyrrolo[1,2-a]imidazol